O1CCN(CC1)C=1OC2=C(N1)C=C(C=C2)C#CC2=NN(C1=CC=CC=C21)S(=O)(=O)C2=CC=C(C)C=C2 2-morpholino-5-((1-tosyl-1H-indazol-3-yl)ethynyl)benzo[d]Oxazole